tert-Butyl 4-(7-bromo-4-oxo-4H-chromen-2-yl)piperazine-1-carboxylate BrC1=CC=C2C(C=C(OC2=C1)N1CCN(CC1)C(=O)OC(C)(C)C)=O